N-benzoyl-3'-O-formyl-5'-O-tertiary butyl-dimethylsilyl-2'-deoxyadenosine C(C1=CC=CC=C1)(=O)NC=1C=2N=CN([C@H]3C[C@H](OC=O)[C@@H](CO[Si](C)(C)C(C)(C)C)O3)C2N=CN1